OC1=C(C(=C(C(=O)C2=CC(=CC=C2)N)C=C1)O)N dihydroxy-3,3'-diaminobenzophenone